ethyl (S)-2-(4-benzyl-1-(5-(trifluoromethyl)pyrazin-2-yl)piperazin-2-yl)acetate C(C1=CC=CC=C1)N1C[C@@H](N(CC1)C1=NC=C(N=C1)C(F)(F)F)CC(=O)OCC